CN1CCN(CC1)C=1C=CC(=NC1)NC=1C=CC(=C2CNC(C12)=O)C1=C2C(=NC=C1)NC=C2 7-[[5-(4-methylpiperazin-1-yl)-2-pyridyl]amino]-4-(1H-pyrrolo[2,3-b]pyridin-4-yl)isoindolin-1-one